FC1=CC(=CC(=N1)NC1(CC1)CO)I [1-[(6-fluoro-4-iodopyridin-2-yl)amino]cyclopropyl]methanol